O1C(CCCC1)N1C=2C=CC=3OCCCOCCOC4=CN=CC(C(=N1)C2C3)=C4 19-(oxan-2-yl)-7,10,14-trioxa-4,19,20-triazatetracyclo[13.5.2.12,6.018,21]tricosa-1(20),2(23),3,5,15(22),16,18(21)-heptaene